C1(=CC=CC=C1)NC(NC=1C=C(C=CC1)OS(=O)(=O)C1=CC=C(C=C1)C)=O.COCC(=C)C1=CC=C(C=C1)C=1SC=CN1 2-(4-(3-methoxyprop-1-en-2-yl)phenyl)thiazole [3-(3-phenylureido)phenyl]-4-methylbenzenesulfonate